N,N'-((2-methoxy-1,3-dioxolane-4,5-diyl)bis(methylene))-bis(4,4,5,5,6,6,7,7,7-nonafluoro-heptanamide) COC1OC(C(O1)CNC(CCC(C(C(C(F)(F)F)(F)F)(F)F)(F)F)=O)CNC(CCC(C(C(C(F)(F)F)(F)F)(F)F)(F)F)=O